2-(but-2-ynoyl)-7-hydroxy-N-(4-(4-morpholino-7H-pyrrolo[2,3-d]pyrimidin-6-yl)phenyl)-2-azaspiro[3.5]nonane-7-carboxamide C(C#CC)(=O)N1CC2(C1)CCC(CC2)(C(=O)NC2=CC=C(C=C2)C2=CC1=C(N=CN=C1N1CCOCC1)N2)O